BrC=1SC(=C(N1)C)OC1=C(C=C(C=C1)N1N=CNC1=O)F (4-((2-bromo-4-methylthiazol-5-yl)oxy)-3-fluorophenyl)-2,4-dihydro-3H-1,2,4-triazol-3-one